1-chloro-3-toluenesulfonamide ClC1(C)CC(=CC=C1)S(=O)(=O)N